C(C)(C)(C)C1=CC=C(C=C1)S(=O)(=O)O p-tertiary butyl-benzenesulfonic acid